CC1(CN(C2=CC=CC=C12)CC1=NC=2C=C3C(=CC2C(N1)=O)OCO3)C 6-[(3,3-dimethylindolin-1-yl)methyl]-7H-[1,3]dioxolo[4,5-g]quinazolin-8-one